CN(C(OC(C)(C)C)=O)[C@@H](C)C1=CC=C(C=C1)B1OC(C(O1)(C)C)(C)C tert-butyl (S)-methyl(1-(4-(4,4,5,5-tetramethyl-1,3,2-dioxaborolan-2-yl)phenyl)ethyl)carbamate